6-((2s,3s)-3-aminotetrahydro-2H-pyran-2-yl)-2-chloro-5-(difluoromethyl)-7-iodo-N-(thiophen-2-ylmethyl)-5H-pyrrolo[3,2-d]pyrimidin-4-amine N[C@@H]1[C@H](OCCC1)C1=C(C=2N=C(N=C(C2N1C(F)F)NCC=1SC=CC1)Cl)I